1-(spiro[3.3]heptan-2-yl)ethanol C1C(CC12CCC2)C(C)O